BrC1=C(C=2N=C(SC2N1C(=O)OC(C)(C)C)C1CCN(CC1)C(=O)OC(C)(C)C)C(C)C tert-butyl 5-bromo-2-(1-(tert-butoxycarbonyl)piperidin-4-yl)-6-isopropyl-4H-pyrrolo[3,2-d]thiazole-4-carboxylate